4,4'-Thio-bis-(6-tert.butyl-2-methylphenol) S(C1=CC(=C(C(=C1)C(C)(C)C)O)C)C1=CC(=C(C(=C1)C(C)(C)C)O)C